2-(2,6-dioxopiperidin-3-yl)-N-((S)-1-(4-ethylphenyl)ethyl)-3-oxo-2,3-dihydro-1H-indazole-6-carboxamide O=C1NC(CCC1N1NC2=CC(=CC=C2C1=O)C(=O)N[C@@H](C)C1=CC=C(C=C1)CC)=O